FC1=CC=C(CN2C=C(C3=CC=C(C=C23)C#N)C(=O)NC=2C=C(C(=O)O)C=CC2)C=C1 3-[1-(4-fluorobenzyl)-6-cyano-1H-indole-3-carboxamido]benzoic acid